N-(4-(7-((1-(dimethylamino)piperidin-4-yl)amino)-1-isopropyl-2-oxo-1,4-dihydropyrimido[4,5-d]pyrimidin-3(2H)-yl)-2-fluorophenyl)-1-(4-fluorophenyl)methanesulfonamide HCl salt Cl.CN(N1CCC(CC1)NC1=NC=C2C(=N1)N(C(N(C2)C2=CC(=C(C=C2)NS(=O)(=O)CC2=CC=C(C=C2)F)F)=O)C(C)C)C